[B].[Fe].[Ni] Nickel-Iron-Boron